aluminum (ethylacetylaluminum) triacetate C(C)(=O)[O-].C(C)(=O)[O-].C(C)(=O)[O-].C(C)[Al+]C(C)=O.[Al+3]